2-(4-(11-Oxo-8-(trifluoromethoxy)-10,11-dihydrodibenzo[b,f][1,4]oxazepin-2-yl)-1H-pyrazol-1-yl)acetonitrile O=C1NC2=C(OC3=C1C=C(C=C3)C=3C=NN(C3)CC#N)C=CC(=C2)OC(F)(F)F